ClC1=CC=C(C(=S)N(C)C)C=C1 4-chloro-N,N-dimethyl-thiobenzamide